Strontium-Titanium oxide [O-2].[Ti+4].[Sr+2].[O-2].[O-2]